3-carboxy-2,5-dihydroxybenzamide C(=O)(O)C=1C(=C(C(=O)N)C=C(C1)O)O